C1(=CC=CC=C1)P(OC1=CC=CC=C1)([O-])=O.[Nd+3].C1(=CC=CC=C1)OP([O-])(=O)C1=CC=CC=C1.C1(=CC=CC=C1)OP([O-])(=O)C1=CC=CC=C1 neodymium phenyl (phenyl phosphonate)